2-(Trifluoromethyl)pyridin-4-amine FC(C1=NC=CC(=C1)N)(F)F